C1(CCC1)N1N=CC(=C1)C1=NN=C(O1)C(=O)N1[C@@H](C2=C(CC1)NC=N2)C2=NN1C(C(=CC=C1)C)=C2 (S)-(5-(1-cyclobutyl-1H-pyrazol-4-yl)-1,3,4-oxadiazol-2-yl)(4-(4-methylpyrazolo[1,5-a]pyridin-2-yl)-6,7-dihydro-1H-imidazo[4,5-c]pyridin-5(4H)-yl)methanone